2-Chloro-4-(8-(4-(4-((4-(3-((2,6-dioxopiperidin-3-yl)amino)phenyl)piperazin-1-yl)methyl)piperidine-1-carbonyl)-2-fluorophenyl)-3-methyl-2,8-diazaspiro[4.5]decan-2-yl)benzonitrile ClC1=C(C#N)C=CC(=C1)N1CC2(CC1C)CCN(CC2)C2=C(C=C(C=C2)C(=O)N2CCC(CC2)CN2CCN(CC2)C2=CC(=CC=C2)NC2C(NC(CC2)=O)=O)F